C(#N)CN1C(N(C2=C1C=CC(=C2)S(=O)(=O)NC2(CC2)CF)C2=NC(=NS2)C)=O 1-(cyanomethyl)-N-[1-(fluoromethyl)cyclopropyl]-3-(3-methyl-1,2,4-thiadiazol-5-yl)-2-oxo-benzoimidazole-5-sulfonamide